C(C)(C)(C)OC(=O)N1CCN(CC1)C1=CC=C2C(C(N(C(C2=C1)=O)CC1=NC=C(C=C1)C=1OC(=NN1)C(F)F)=O)(C)C 4-(2-((5-(5-(difluoromethyl)-1,3,4-oxadiazol-2-yl)pyridin-2-yl)methyl)-4,4-dimethyl-1,3-dioxo-1,2,3,4-tetrahydroisoquinolin-7-yl)piperazine-1-carboxylic acid tert-butyl ester